1-(((5S,7S)-3-(4-methoxypyridin-3-yl)-7-methyl-2-oxo-1-oxa-3-azaspiro[4.5]decan-7-yl)methyl)-1H-benzo[d]imidazole-6-carbonitrile COC1=C(C=NC=C1)N1C(O[C@]2(C1)C[C@@](CCC2)(C)CN2C=NC1=C2C=C(C=C1)C#N)=O